NC1=C(C=C(C=N1)C1=CC=C(C(=O)NCCCN2CCCC2)C=C1)OC(C)C1=C(C(=CC=C1F)F)Cl 4-{6-amino-5-[1-(2-chloro-3,6-difluoro-phenyl)-ethoxy]-pyridin-3-yl}-N-(3-pyrrolidin-1-yl-propyl)-benzamide